N[C@@H]1CC[C@H](CC1)N1C(C=2C=C(C=CC2C2=C1N=C(N=C2)NCC2CC2)CN2CCN(CC2)C)=O trans-5-(4-aminocyclohexyl)-3-((cyclopropylmethyl)amino)-8-((4-methylpiperazin-1-yl)methyl)pyrimido[4,5-c]isoquinolin-6(5H)-one